1,3,5,5-tetramethyl-1,3-cyclohexadiene CC1=CC(=CC(C1)(C)C)C